(difluoro(2-((4-nitrophenoxy)carbonyl)benzo[b]thiophen-5-yl)methyl)phosphonic acid FC(C1=CC2=C(SC(=C2)C(=O)OC2=CC=C(C=C2)[N+](=O)[O-])C=C1)(F)P(O)(O)=O